COC(=O)C1=C(N(C(=C1)C1=C2C(=NC=C1)N(C=C2)S(=O)(=O)C2=CC=CC=C2)COCC[Si](C)(C)C)C2=C(C=C(C=C2)Cl)F Methyl-2-(4-chloro-2-fluorophenyl)-5-[1-(phenylsulfonyl)-1H-pyrrolo[2,3-b]pyridin-4-yl]-1-{[2-(trimethylsilyl) ethoxy]methyl}-1H-pyrrole-3-carboxylate